Methyl 4-acetyl-1-cyclopropyl-6-oxo-1,6-dihydropyridine-3-carboxylate C(C)(=O)C=1C(=CN(C(C1)=O)C1CC1)C(=O)OC